1-{2-chloro-4-fluoro-5-[3-methyl-2,6-dioxo-4-(trifluoromethyl)-3,6-dihydropyrimidin-1(2H)-yl]phenoxy}cyclopropanecarboxylic acid 2-ethoxy-2-oxoethyl ester C(C)OC(COC(=O)C1(CC1)OC1=C(C=C(C(=C1)N1C(N(C(=CC1=O)C(F)(F)F)C)=O)F)Cl)=O